BrCC1=C(C(=NN1C=1C=C(C(=O)N(C)C2=CC3=C(OC(O3)(F)F)C=C2)C=CC1)C(F)(F)F)Cl 3-[5-(Bromomethyl)-4-chloro-3-(trifluoromethyl)pyrazol-1-yl]-N-(2,2-difluoro-1,3-benzodioxol-5-yl)-N-methyl-benzamide